OC1=C(C(=O)O)C=CC(=C1)[C@H](C)NC(=O)[C@@H]1N(CCOC1)CC=1C=C(C=C(C1)O)C1=C(C=C(C=C1)S(N)(=O)=O)C 2-hydroxy-4-((S)-1-((R)-4-((5-hydroxy-2'-methyl-4'-sulfamoyl-[1,1'-biphenyl]-3-yl)methyl)morpholin-3-amidyl)ethyl)benzoic acid